8-(1-aminoethyl)-3,6-dimethyl-2-morpholinoquinoline-4-carbonitrile NC(C)C=1C=C(C=C2C(=C(C(=NC12)N1CCOCC1)C)C#N)C